tert-butyl 1-(3-methylsulfanyl-1,2,4-triazin-5-yl)-3-azabicyclo[3.1.1]heptane-3-carboxylate CSC=1N=NC=C(N1)C12CN(CC(C1)C2)C(=O)OC(C)(C)C